BrC=1C=C(C(=C(C1)F)CCCC)F 5-Bromo-2-butyl-1,3-difluoro-benzene